O[C@H](C(=O)N1[C@@H]([C@H]2C([C@H]2C1)(C)C)C(=O)OC)C1=CC=CC=C1 methyl (1R,2S,5S)-3-((S)-2-hydroxy-2-phenylacetyl)-6,6-dimethyl-3-azabicyclo[3.1.0]hexane-2-carboxylate